(R)-3'-(2-(6-((5-acrylamido-2-methoxy-4-(4-methylpiperazin-1-yl)phenyl)-amino)pyrimidin-4-yl)isoxazolidin-3-yl)-N,N-dimeth-yl-[1,1'-biphenyl]-3-carboxamide C(C=C)(=O)NC=1C(=CC(=C(C1)NC1=CC(=NC=N1)N1OCC[C@@H]1C=1C=C(C=CC1)C1=CC(=CC=C1)C(=O)N(C)C)OC)N1CCN(CC1)C